tert-butyl (2-(2,4-difluoro-3-((1R,3R)-2-((3-fluorooxetan-3-yl)methyl)-3-methyl-2,3,4,9-tetrahydro-1H-pyrido[3,4-b]indol-1-yl)phenoxy)ethyl)(3-fluoropropyl)carbamate FC1=C(OCCN(C(OC(C)(C)C)=O)CCCF)C=CC(=C1[C@H]1N([C@@H](CC2=C1NC1=CC=CC=C21)C)CC2(COC2)F)F